FC(C(=O)O)(F)F.NCCCC(=O)NC1=CC(=C(C=C1)C#CCN)CO 4-amino-N-(4-(3-aminoprop-1-yn-1-yl)-3-(hydroxymethyl)phenyl)butanamide trifluoroacetate